BrC1=CN=CC2=C1SC=1N=C(N=C(C12)N1CCOC[C@](C1)(O)C)OC[C@]12CCCN2C[C@@H](C1)F (S)-4-(8-bromo-2-(((2R,7aS)-2-fluorotetrahydro-1H-pyrrolizin-7a(5H)-yl)methoxy)pyrido[3',4':4,5]thieno[2,3-d]pyrimidin-4-yl)-6-methyl-1,4-oxazepan-6-ol